COC1=C(CNC2=C3N=CN(C3=NC=N2)C2[C@H](O)[C@@H](O)[C@H](O)[C@H](O2)CO)C=CC(=C1)OC 6-(2,4-dimethoxybenzylamino)-9-glucopyranosylpurine